3-(1-ethoxyethoxy)-3,7-dimethylocta-1,6-diene C(C)OC(C)OC(C=C)(CCC=C(C)C)C